S1O[C-]=CC=C1 thioxainide